[1-[2-[1-(3-Chloro-2-methylphenyl)piperidin-1-ium-4-yl]ethyl]-5,6-dihydro-4H-cyclopenta[c]pyrazol-3-yl]-[4-fluoro-4-(hydroxymethyl)-1-piperidyl]methanon ClC=1C(=C(C=CC1)[NH+]1CCC(CC1)CCN1N=C(C2=C1CCC2)C(=O)N2CCC(CC2)(CO)F)C